C(CC)OC(NC1=C(C=C(C=C1C)NCC=1C=NC(=CC1)OC1=CC=C(C=C1)C)C)=O {2,6-Dimethyl-4-[(6-p-tolyloxy-pyridin-3-ylmethyl)-amino]-phenyl}-carbamic acid propyl ester